tetradeca-1,13-dien-4-yl 2-(naphthalen-1-yl)acetate C1(=CC=CC2=CC=CC=C12)CC(=O)OC(CC=C)CCCCCCCCC=C